NC(C(=O)O)CC(/C(=N/C=C(\C=C)/CO)/O)O (5Z)-2-amino-4,5-dihydroxy-5-{[(1E)-2-(hydroxymethyl)-1,3-butadiene-1-yl]imino}pentanoic acid